C(\C=C\C)(=O)N1C(CC(CC1(C)C)OC(\C=C\C)=O)(C)C 1-crotonyl-4-crotonoyloxy-2,2,6,6-tetramethylpiperidine